N-(6-(2H-1,2,3-triazol-2-yl)-5-(trifluoromethyl)pyridin-3-yl)-2'-amino-2,4',5-trifluoro-[1,1'-biphenyl]-4-carboxamide N=1N(N=CC1)C1=C(C=C(C=N1)NC(=O)C1=CC(=C(C=C1F)C1=C(C=C(C=C1)F)N)F)C(F)(F)F